(Z)-4-oxo-2-Hexenal O=C(\C=C/C=O)CC